C=12C=3C=NN(CCOCCCCOC=4C=CC(NN1)=C2C4)C3 8,13-dioxa-4,5,18,19-tetraazatetracyclo[12.5.2.12,5.017,20]docosa-1(19),2(22),3,14(21),15,17(20)-hexaen